C1(CCC(N1OC(CCOCCOCCOCCOCCOCCOCCOCCOCCOCCOCCOCCOCCNC(CC)=O)=O)=O)=O 3-oxo-7,10,13,16,19,22,25,28,31,34,37,40-dodecaoxa-4-azatritetracontan-43-oic acid succinimidyl ester